N-(1,3-dihydroxypropyl)acrylamide tert-butyl-(4-(sulfamoylamino)benzyl)carbamate C(C)(C)(C)N(C(O)=O)CC1=CC=C(C=C1)NS(N)(=O)=O.OC(CCO)NC(C=C)=O